C(C=C)(=O)O.C(C=C)(=O)O.N1C(=O)OC(C)O1 epoxyurethane diacrylate